CNCC(C(CC(CO)O)O)O 6-(methylamino)hexane-1,2,4,5-tetraol